OC1=C(C=CC=C1C1=CC(=NO1)N1CCN(CC1)S(=O)(=O)C1=CC=CC=C1)C1=CC=C(C=C1)NC(C)=O N-(2'-Hydroxy-3'-(3-(4-(phenylsulfonyl)piperazin-1-yl)isoxazol-5-yl)-[1,1'-biphenyl]-4-yl)acetamide